methyl-4-(2-chloro-1,3-thiazole 4-sulfonylamino)-3-methoxybenzoate COC(C1=CC(=C(C=C1)NS(=O)(=O)C=1N=C(SC1)Cl)OC)=O